COC(CCCC)=O.ClC=1C=CC(=C(C1)C1=CC2=C(OCCN2C2=CC=NC=C2C(=O)N)C=N1)F 4-(7-(5-chloro-2-fluorophenyl)-2,3-dihydro-1H-pyrido[3,4-b][1,4]oxazin-1-yl)nicotinamide Methyl-valerate